Pentamethylcyclopentadienyl-(1-benzyl-5,6,7,8-tetrahydro-1H-cyclopenta[b]naphthalene) hafnium [Hf].CC1=C(C(=C(C1(C1(C=CC=2C1=CC=1CCCCC1C2)CC2=CC=CC=C2)C)C)C)C